4-amino-N-(2,3-dihydro-1H-inden-2-yl)-6-(o-tolylamino)picolinamide NC1=CC(=NC(=C1)NC1=C(C=CC=C1)C)C(=O)NC1CC2=CC=CC=C2C1